C(C1=CC=CC=C1)OC(C(C)C)C=1N(C=C(N1)I)C12CC(C1)(C2)N2CCN(CC2)S(=O)(=O)CC2=CC=CC=C2 1-(3-(2-(1-(benzyloxy)-2-methylpropyl)-4-iodo-1H-imidazol-1-yl)bicyclo[1.1.1]pentan-1-yl)-4-toluenesulfonylpiperazine